(7-(4-Chloropyridin-2-yl)-5-(pyrrolidin-1-yl)-7H-pyrrolo[2,3-d]pyrimidin-4-yl)-3,3-dimethylpiperazine-1-carboxylic acid tert-butyl ester C(C)(C)(C)OC(=O)N1C(C(NCC1)(C)C)C=1C2=C(N=CN1)N(C=C2N2CCCC2)C2=NC=CC(=C2)Cl